NC1=C(C2=C(N(N=C2C(F)(F)F)CC(F)F)N1C1=C(C(=CC=C1C)O)C)C(=O)N 5-amino-1-(2,2-difluoroethyl)-6-(3-hydroxy-2,6-dimethylphenyl)-3-(trifluoromethyl)-1,6-dihydropyrrolo[2,3-c]pyrazole-4-carboxamide